ClC=1C=C(C=NC1OC(F)(F)F)N 5-chloro-6-(trifluoromethoxy)pyridin-3-amine